FC1=CN=C(C=C1C#N)NC1=C(N=C2N1CCN(C2(C)C)C(CN)=O)C2=CC(=C(C(=C2)F)F)F 5-fluoro-2-((7-glycyl-8,8-dimethyl-2-(3,4,5-trifluorophenyl)-5,6,7,8-tetrahydroimidazo[1,2-a]pyrazin-3-yl)amino)isonicotinonitrile